OC(=O)C(F)(F)F.N1CC(CC1)C(=O)N pyrrolidine-3-carboxamide TFA salt